(5-methoxy-2-((4-(trifluoromethoxy)benzyl)oxy)phenyl)propanoic acid COC=1C=CC(=C(C1)C(C(=O)O)C)OCC1=CC=C(C=C1)OC(F)(F)F